1,2,3,4,4a,5-hexahydropyrazino[1,2-d]pyrido[2,3-b][1,4]oxazine-8-carboxylic acid C1CNCC2N1C1=C(OC2)N=C(C=C1)C(=O)O